2,4-dihydroxy-5-isopropyl-N-(pyridin-3-yl)benzamide [2-([[1-(2-ethylbutyl)-cyclohexyl]-carbonyl]amino)phenyl]2-methylthiopropionate C(C)C(CC1(CCCCC1)C(=O)NC1=C(C=CC=C1)OC(C(C)C)=S)CC.OC1=C(C(=O)NC=2C=NC=CC2)C=C(C(=C1)O)C(C)C